2-acryloxynonadecane C(C=C)(=O)OC(C)CCCCCCCCCCCCCCCCC